4-amino-1-(6-{[5-chloro-6-(2,6-dimethylphenyl)pyridin-2-yl]Sulfamoyl}pyridin-2-yl)piperidine-4-carboxylic acid methyl ester COC(=O)C1(CCN(CC1)C1=NC(=CC=C1)S(NC1=NC(=C(C=C1)Cl)C1=C(C=CC=C1C)C)(=O)=O)N